Cl.S1C=NC2=C1C=CC(=C2)NC2=CC=NC1=CC(=C(C=C21)Br)OCCO 2-((4-(benzo[d]thiazol-5-ylamino)-6-bromoquinolin-7-yl)oxy)ethan-1-ol hydrochloride